3-(3-cyano-6-fluoro-1,7-naphthyridin-4-yl)-1H-indole-1-carboxylic acid tert-butyl ester C(C)(C)(C)OC(=O)N1C=C(C2=CC=CC=C12)C1=C(C=NC2=CN=C(C=C12)F)C#N